1-((3-chloro-2-fluorophenyl)methyl-d2)-4-((3-fluoro-6-((5-methylthiazol-2-yl)amino)pyridin-2-yl)methyl)-2-methylpiperidine-4-carboxylic acid ClC=1C(=C(C=CC1)C(N1C(CC(CC1)(C(=O)O)CC1=NC(=CC=C1F)NC=1SC(=CN1)C)C)([2H])[2H])F